1-(3-chloro-3'-(2-(3,3-dimethylpiperazin-1-yl)pyridin-4-yl)-5'-fluoro-2'-hydroxy-[1,1'-biphenyl]-4-yl)-3-methyl-1H-imidazol-2(3H)-one ClC=1C=C(C=CC1N1C(N(C=C1)C)=O)C1=C(C(=CC(=C1)F)C1=CC(=NC=C1)N1CC(NCC1)(C)C)O